ClC1=CC(=C(C=C1Cl)C#N)C#N 4,5-dichloro-o-dicyanobenzene